4-methyl-5-(pyrrolidine-1-carbonyl)benzene CC1=CC=CC=C1C(=O)N1CCCC1